5',6'-dihydrospiro[cyclopropane-1,7'-pyrrolo[3,2-c]pyridin]-4'(1'H)-one N1C=CC=2C(NCC3(C21)CC3)=O